Pregnenediol C[C@@H]([C@H]1CC[C@@H]2[C@@]1(CC[C@H]3[C@H]2CC=C4[C@@]3(CC[C@@H](C4)O)C)C)O